4-[bis-(2-chloroethyl)amino]benzaldehyde ClCCN(C1=CC=C(C=O)C=C1)CCCl